COC1=C(C=C(C=C1)C)S(=O)(=O)NC1=NOC2=C1C(=C1CCC(C1=C2)N2N=CC=C2)OC 2-methoxy-N-(4-methoxy-7-(1H-pyrazol-1-yl)-6,7-dihydro-5H-indeno[5,6-d]isoxazol-3-yl)-5-methylbenzenesulfonamide